2-(1-methylimidazol-4-yl)-N-[[4-(trifluoromethyl)phenyl]methyl]aniline CN1C=NC(=C1)C1=C(NCC2=CC=C(C=C2)C(F)(F)F)C=CC=C1